FC(C#CCCCCCCCCCCCCCCCCCO)(F)F 20,20,20-Trifluoroeicosa-18-yn-1-ol